N-[4-(1-Ethyl-azepan-3-yl)-phenyl]-4-methyl-3-(4-pyridin-3-yl-pyrimidin-2-ylamino)-benzamide C(C)N1CC(CCCC1)C1=CC=C(C=C1)NC(C1=CC(=C(C=C1)C)NC1=NC=CC(=N1)C=1C=NC=CC1)=O